para-Fluorophenyl-alanine tert-butyl-8-(4-(1-((benzyloxy)carbonyl)-1,2,3,6-tetrahydropyridin-4-yl)pyrimidin-2-yl)-3,8-diazabicyclo[3.2.1]octane-3-carboxylate C(C)(C)(C)C12CN(CC(CC1)N2C2=NC=CC(=N2)C=2CCN(CC2)C(=O)OCC2=CC=CC=C2)C(=O)O.FC2=CC=C(C=C2)N[C@@H](C)C(=O)O